2,2'-(7-(1-carboxy-4-((2-(2,5-dioxo-2,5-dihydro-1H-pyrrol-1-yl)ethyl)amino)-4-oxobutyl)-1,4,7-triazonane-1,4-diyl)diacetic acid C(=O)(O)C(CCC(=O)NCCN1C(C=CC1=O)=O)N1CCN(CCN(CC1)CC(=O)O)CC(=O)O